N(=N\C1=CC=C(C=C1NC1(CC1)C(F)(F)F)OC)/C1=CC=C(C=C1NC1(CC1)C(F)(F)F)OC (E)-6,6'-(diazene-1,2-diyl)bis(3-methoxy-N-(1-(trifluoromethyl)cyclopropyl)aniline)